5-methylene-4-phenyl-furan C=C1C(=CCO1)C1=CC=CC=C1